ClC1=C(C=C(OC2NC(C=3N(C=4C(=CC=CC4C3)C=3C(=NC=NC3C)C)C2C)=O)C=C1C)C 3-(4-chloro-3,5-dimethylphenoxy)-6-(4,6-dimethylpyrimidin-5-yl)-4-methyl-3,4-dihydropyrazino[1,2-a]indol-1(2H)-one